CN1CCN(CC1)CCC(=O)N1CCN(C2=CC=CC=C12)C1=CC=NC=C1 3-(4-methylpiperazin-1-yl)-1-(4-(pyridin-4-yl)-3,4-dihydroquinoxaline-1(2H)-yl)propan-1-one